ethyl 2-((ethoxycarbonyl) (isobutyl) amino)-3-methylpentanoate C(C)OC(=O)N(C(C(=O)OCC)C(CC)C)CC(C)C